C(C)(C)(C)OC(=O)N1S(OCC1CC1C(C1)(F)F)=O.ClC(C=CCC1C(CCC1)=O)C 2-(4-chloropent-2-en-1-yl)cyclopentan-1-one tert-butyl-4-[(2,2-difluorocyclopropyl)methyl]-2-oxo-1,2lambda4,3-oxathiazolidine-3-carboxylate